ClC=1C=C(C=CC1Cl)[C@@H]1N(C[C@H](CC1)C)C(C(=O)NC=1C=C(C=NC1)C(=O)N)=O |o1:8,11| rel-5-[[2-[(2R,5S)-2-(3,4-dichlorophenyl)-5-methyl-1-piperidyl]-2-oxo-acetyl]amino]pyridine-3-carboxamide